BrC=1C=CC(=C(C1)C=1N=C2N(C=CN=C2)C1NC1=CC=C(C(=O)O)C=C1)O 4-[[2-(5-bromo-2-hydroxyphenyl)imidazo[1,2-a]pyrazin-3-yl]amino]benzoic acid